(E)-3-[4-[4-(4-pentylcyclohexyl)cyclohexyloxy]carbonylphenyl]prop-2-enoic acid C(CCCC)C1CCC(CC1)C1CCC(CC1)OC(=O)C1=CC=C(C=C1)/C=C/C(=O)O